(2R,4S)-4-(benzyloxy)-N-(4-bromo-6-chloropyridazin-3-yl)-2-methylpyrrolidine-2-carboxamide C(C1=CC=CC=C1)O[C@H]1C[C@@](NC1)(C(=O)NC=1N=NC(=CC1Br)Cl)C